2-(2-Bromoethyl)-4-phenyl-2,4-dihydro-[1,2,4]triazol-3-one BrCCN1N=CN(C1=O)C1=CC=CC=C1